tert-butyl N-[(2,6-dibromophenyl)methyl]-N-[(tert-butoxy)carbonyl]carbamate BrC1=C(C(=CC=C1)Br)CN(C(OC(C)(C)C)=O)C(=O)OC(C)(C)C